5-bromo-3-chloro-2-(triazol-2-yl)pyridine BrC=1C=C(C(=NC1)N1N=CC=N1)Cl